COC1=C(C=C(C=C1)CC1=CC(=CC=C1)C(F)(F)F)[N+](=O)[O-] 1-Methoxy-2-nitro-4-(3-(tri-fluoromethyl)benzyl)benzene